FC(C(=O)O)(F)F.O=C1CC2CNCC(C1)N2C2=NC(=CC(=N2)NC2=NNC(=C2)C)C 2-(3-oxo-7,9-diazabicyclo[3.3.1]non-9-yl)-6-methyl-N-(5-methyl-1H-pyrazol-3-yl)pyrimidin-4-amine trifluoroacetate